rac-(1Z)-N-[2-hydroxy-3-(1-piperidyl)propoxy]-1-methyl-cyclobutanecarboximidoyl chloride OC(CON=C(C1(CCC1)C)Cl)CN1CCCCC1